OC(CCCCCCCCCCCCCCCCCC(=O)O)CC=CCC=CCCCC 19-Hydroxy-nonacosa-21,24-dienoic acid